C1(CC1)C1=NC=NC(=C1C1=NN2C(N(C(CC2)=O)C(C)C2=CC=C(C=C2)C2=NC=CC=C2OC(C)C)=N1)OC 2-(4-cyclopropyl-6-methoxypyrimidin-5-yl)-4-(1-(4-(3-isopropoxypyridin-2-yl)phenyl)ethyl)-6,7-dihydro-[1,2,4]triazolo[1,5-a]pyrimidin-5(4H)-one